NC1=C2N=C(N(C2=NC(=N1)OCCCC)CC1=CC(=CC=C1)CN1CCCC1)O amino-2-butoxy-9-(3-(pyrrolidin-1-ylmethyl)benzyl)-9H-purin-8-ol